Tertbutyldimethylsilane C(C)(C)(C)[SiH](C)C